6-(1-((2,4-diaminopyrimidin-5-yl)methyl)indolin-5-yl)-1-ethyl-4-oxo-1,4-dihydroquinoline-3-carboxylic acid NC1=NC=C(C(=N1)N)CN1CCC2=CC(=CC=C12)C=1C=C2C(C(=CN(C2=CC1)CC)C(=O)O)=O